O1C=C(C2=C1C=CC=C2)C[C@H](NC(C(F)C=2C=C1COC3(C1=CC2)COCC3)=O)B(O)O (R)-2-(benzofuran-3-yl)-1-(2-(4,5-dihydro-2H,3'H-spiro[furan-3,1'-isobenzofuran]-5'-yl)-2-fluoroacetamido)ethylboronic acid